4-(4-aminophenyl)-6-bromoisoindolin-1-one NC1=CC=C(C=C1)C1=C2CNC(C2=CC(=C1)Br)=O